2-amino-1-phenylpropane-1,3-diol NC(C(O)C1=CC=CC=C1)CO